ClC=1C2=C(N=CN1)NC(=C2)C2=CC=C(C(=O)OC)C=C2 methyl 4-(4-chloro-7H-pyrrolo[2,3-d]pyrimidin-6-yl)benzoate